COC(CNC1=C(C(=C(C=C1[N+](=O)[O-])C)C)Br)=O 2-((2-bromo-3,4-dimethyl-6-nitrophenyl)amino)acetic acid methyl ester